[N+](#[C-])C1C(CCCC1)[N+]#[C-] 1,2-DIISOCYANOCYCLOHEXANE